ClC1=C(C(C1(F)F)(F)F)Cl 1,2-dichloro-tetrafluorocyclobutene